C(=O)C1=C(C(C2=CC=CC=C2C1=O)=O)[O-].[K+] potassium 3-formyl-1,4-dioxo-1,4-dihydronaphthalen-2-olate